BrC=1C(=C(C=CC1)C1=C(C=C(C=C1)Cl)OC)F 3-bromo-4'-chloro-2-fluoro-2'-methoxy-1,1'-biphenyl